N1(CCCCC1)C1=CC(=[N+](C(=N1)N)[O-])N 6-(1-piperidyl)-2,4-pyrimidinediamine-3-oxide